The molecule is an organic disulfide obtgained by oxidative dimerisation of cysteamine. It has a role as an EC 2.3.2.13 (protein-glutamine gamma-glutamyltransferase) inhibitor. It is an organic disulfide and a primary amino compound. It derives from a cysteamine. C(CSSCCN)N